2,3-Dimethyl-1-Hexene CC(=C)C(CCC)C